C(C)(C)(C)OC(=O)NCC(=O)O (t-Butoxycarbonyl)glycine